NC1=C(C(=O)O)C=C(C(=C1)C)N 2,5-diamino-4-methylbenzoic acid